[2H]C1=C(C(=C(C(=C1[2H])Cl)Cl)[2H])[2H] 1,2-Dichlorobenzene-D4